C1N(CCC2=CC=CC=C12)C[C@H](CN1C(C2=CC=C(C=C2CC1)NCC(C)(C)O)=O)O 2-[(2R)-3-(3,4-dihydro-1H-isoquinolin-2-yl)-2-hydroxy-propyl]-6-[(2-hydroxy-2-methyl-propyl)amino]-3,4-dihydroisoquinolin-1-one